C(/C1=CC=CC=C1)=C/1\C(N(C(S1)=O)CC(=O)NC1=CC=C2C(=CC(OC2=C1)=O)C)=O (Z)-2-(5-benzylidene-2,4-dioxothiazolidin-3-yl)-N-(4-methyl-2-oxo-2H-chromen-7-yl)acetamide